3,6-bis(4-pyrimidinyl)-1,2,4,5-tetrazine N1=CN=C(C=C1)C=1N=NC(=NN1)C1=NC=NC=C1